2-(methylsulfanyl)-8-(prop-2-yl)pyrido[2,3-d]Pyrimidin-7(8H)-one CSC=1N=CC2=C(N1)N(C(C=C2)=O)C(C)C